CC1=C(CN2N=C(N=C2)C(=O)O)C=CC=C1 1-(2-methylbenzyl)-1H-1,2,4-triazole-3-carboxylic acid